(3Z)-3-[(2-chlorophenyl)methylene]-6-fluoro-4-nitro-2-benzofuran-1-one ClC1=C(C=CC=C1)\C=C\1/OC(C2=C1C(=CC(=C2)F)[N+](=O)[O-])=O